N-[(4-cyclopropyl-3-fluorophenyl)(phenyl)methyl]-4-fluoro-1-[3-(1,3-oxazol-2-yl)propionyl]pyrrolidine-2-carboxamide C1(CC1)C1=C(C=C(C=C1)C(NC(=O)C1N(CC(C1)F)C(CCC=1OC=CN1)=O)C1=CC=CC=C1)F